(Z)-ethyl 2-(2-cyano-3-hydroxy-3-(5-methylisoxazol-4-yl) acrylamido)-4-methylthiophene-3-carboxylate C(#N)/C(/C(=O)NC=1SC=C(C1C(=O)OCC)C)=C(\C=1C=NOC1C)/O